C1(CCCCC1)N(C(CCN1C(=NC2=C1C=CC=C2)C2=CC=C(C=C2)N2N=NC=C2)=O)CC N-cyclohexyl-N-ethyl-3-{2-[4-(1H-1,2,3-triazol-1-yl)phenyl]-1H-benzimidazol-1-yl}propanamide